6-bromo-2,4-quinazolindione BrC=1C=C2C(NC(NC2=CC1)=O)=O